5-chloro-1-((2r,6s)-2,6-dimethyltetrahydro-2H-pyran-4-yl)-3-methyl-1H-pyrazole-4-carbaldehyde ClC1=C(C(=NN1C1C[C@H](O[C@H](C1)C)C)C)C=O